5-[4-amino-5-(trifluoromethyl)-pyrrolo[2,1-f][1,2,4]triazin-7-yl]-N-[(3R,4S)-4-fluoro-1-(4-fluoro-2,3-dihydro-1H-inden-1-yl)pyrrolidin-3-yl]-2-methoxypyridine-3-carboxamide NC1=NC=NN2C1=C(C=C2C=2C=C(C(=NC2)OC)C(=O)N[C@@H]2CN(C[C@@H]2F)C2CCC1=C(C=CC=C21)F)C(F)(F)F